C(C)C=1SC(=C(N1)C1=CC=CC=C1)OC1=NC(=NC=C1)NC=1C=C(C(=O)N)C=CN1 2-((4-((2-Ethyl-4-phenylthiazol-5-yl)oxy)pyrimidin-2-yl)amino)isonicotinamide